4-methyl-epoxyethylbenzaldehyde CC=1C(=C2C(C(O2)=O)=CC1)CC